8-(2-Hydroxybenzoamido)octanoic acid sodium salt [Na+].OC1=C(C(=O)NCCCCCCCC(=O)[O-])C=CC=C1